1,3,6,9-tetraoxa-2-boracycloundecane O1BOCCOCCOCC1